6-(1-(3-(1H-1,2,3-triazol-1-yl)propanoyl)-1,2,5,6-tetrahydropyridin-3-yl)-4-(difluoromethyl)-7-fluoro-1H-indole-2-carboxylic acid N1(N=NC=C1)CCC(=O)N1CC(=CCC1)C1=CC(=C2C=C(NC2=C1F)C(=O)O)C(F)F